C1=C2C=3C=CC=CC3N3C2=C(C=C1)C1=CC=CC=C13 indolo[3,2,1-jk]Carbazole